4-(trifluoromethoxy)phenyl (5R)-5-(1,1-dioxo-1λ6,2-thiazolidin-2-yl)-3,3-difluoropiperidine-1-carboxylate O=S1(N(CCC1)[C@@H]1CC(CN(C1)C(=O)OC1=CC=C(C=C1)OC(F)(F)F)(F)F)=O